CNC1=C(C(=O)NC2CCC(CC2)NC2=CC=CC=3N2C=C(N3)C#N)C=CC=C1 2-(methylamino)-N-[(1s,4s)-4-({2-cyanoimidazo[1,2-a]pyridin-5-yl}amino)cyclohexyl]benzamide